tert-butyl (4-(((trans)-2-(4-bromophenyl)cyclopropyl)amino) cyclohexyl)carbamate BrC1=CC=C(C=C1)[C@H]1[C@@H](C1)NC1CCC(CC1)NC(OC(C)(C)C)=O